C1CC12CN(C2)C2=CC=CC(=N2)F 6-{5-Azaspiro[2.3]hexan-5-yl}-2-fluoropyridin